4-Benzyl-2-(6-(trifluoromethyl)pyridin-2-yl)morpholine C(C1=CC=CC=C1)N1CC(OCC1)C1=NC(=CC=C1)C(F)(F)F